(R,E)-tert-butyl (tert-butoxycarbonylamino)(3-(3-(cyclohexylmethoxy)phenyl)-3-hydroxypropylamino)methylenecarbamate C(C)(C)(C)OC(=O)N\C(\NCC[C@@H](O)C1=CC(=CC=C1)OCC1CCCCC1)=N\C(OC(C)(C)C)=O